C(C)C([O-])CCC ethyl-n-butoxide